N1CCC(CC1)SC1=NC=2C=CC=CC2C=2N1N=C(C2)CNC(C2=C(C=CC=C2)OC(F)(F)F)=O N-((5-(piperidin-4-ylthio)pyrazolo[1,5-c]quinazolin-2-yl)methyl)-2-(trifluoromethoxy)benzamide